C1(=CC=C(C=C1)OC(CC(C)C)=O)C.C(CCCCC=C)=NO Hept-6-enealdoxime p-tolyl-isovalerate